ClC=1C=CC(=NC1)NC(=O)C1C(NCCN1)C(=O)O 3-(5-chloro-2-pyridyl)carbamoylpiperazine-2-carboxylic acid